O=C1CCCO1 (R)-5-oxotetrahydrofuran